8-[1-(2,2-difluoroethyl)-1H-pyrazolo[3,4-b]pyrazin-6-yl]-2-[2-methyl-6-(trifluoromethyl)pyrimidin-4-yl]-2,8-diazaspiro[4.5]decan-3-one FC(CN1N=CC=2C1=NC(=CN2)N2CCC1(CC(N(C1)C1=NC(=NC(=C1)C(F)(F)F)C)=O)CC2)F